ClC1=CC=C(C=C1)[C@@H](NC(=O)[C@@H]1CNC(O1)=O)C1=CC(=CC=C1)C1CC1 (S)-N-((R)-(4-chlorophenyl)(3-cyclopropylphenyl)methyl)-2-oxooxazolidine-5-carboxamide